4-(3-methyl-4-quinolin-3-yl-phenoxy)-piperidine-1-carboxylic acid, methyl ester CC=1C=C(OC2CCN(CC2)C(=O)OC)C=CC1C=1C=NC2=CC=CC=C2C1